N1(N=CC=C1)C1=CC=C(C(=O)N2[C@H](C(NC3=C(C2)C=CC=C3)=O)C3CCCCC3)C=C1 (S)-4-(4-(1H-pyrazol-1-yl)benzoyl)-3-cyclohexyl-1,3,4,5-tetrahydro-2H-benzo[e][1,4]diazepin-2-one